O=C1NC(CCC1C1=C(C=C(C=C1)CCC1(CCN(CC1)C(=O)OC(C)(C)C)F)F)=O tert-butyl 4-[2-[4-(2,6-dioxo-3-piperidyl)-3-fluorophenyl]ethyl]-4-fluoropiperidine-1-carboxylate